rac-tert-Butyl (2S,4R)-2-(2-(4-chloro-7-(difluoromethyl)-6-(4-morpholinophenyl)-2H-indazol-2-yl)-3-ethoxy-3-oxopropanoyl)-4-fluoropyrrolidine-1-carboxylate ClC=1C2=CN(N=C2C(=C(C1)C1=CC=C(C=C1)N1CCOCC1)C(F)F)[C@H](C(=O)[C@H]1N(C[C@@H](C1)F)C(=O)OC(C)(C)C)C(=O)OCC |&1:25|